2-acetyl-1,3-thiazole-5-carboxylic acid C(C)(=O)C=1SC(=CN1)C(=O)O